2,3,4,5,6-pentafluoro-3'-trifluoromethyl-1,1'-biphenyl FC1=C(C(=C(C(=C1F)F)F)F)C1=CC(=CC=C1)C(F)(F)F